2-[tert-butoxycarbonyl(methyl)amino]propanoic acid C(C)(C)(C)OC(=O)N(C(C(=O)O)C)C